Cl.C12CC(CC(CCC1)N2)N(C=2SC1=NC(=CC=C1N2)C2=CC1=CN(N=C1C(=C2)C#N)C)C 5-{2-[(3-exo)-9-azabicyclo[3.3.1]non-3-yl(methyl)amino][1,3]thiazolo[5,4-b]pyridin-5-yl}-2-methyl-2H-indazole-7-carbonitrile hydrochloride